FC(C1CCN(CC1)CC(=O)NC=1N=CC2=CC=C(C=C2C1)C=1C=NN(C1CN1CCCCC1)C)F 2-(4-(difluoromethyl)piperidin-1-yl)-N-(6-(1-methyl-5-(piperidin-1-ylmethyl)-1H-pyrazol-4-yl)isoquinolin-3-yl)acetamide